hexahydro-1,3,5-trimethyl-S-triazine CN1CN(CN(C1)C)C